C(C)(C)(C)C1=C(C(=CC=C1)C(C)(C)C)C=1C(=C(C=C(C1)C)C1=C(C=C(C=C1)C)C1=NC(=CC=C1)C1=C(C=CC(=C1)C)C1=C(C(=CC(=C1)C)C1=C(C=CC=C1C(C)(C)C)C(C)(C)C)OC)OC 2,6-bis(2'',6''-di-tert-butyl-2'-methoxy-4,5'-dimethyl-[1,1':3',1''-terphenyl]-2-yl)pyridine